[N-]=[N+]=[N-].[Cd+2].[N-]=[N+]=[N-] cadmium azide